6-amino-5-(3-hydroxy-2,6-dimethylphenyl)-2-(1-methyl-1H-pyrazol-4-yl)-4-oxo-4,5-dihydrothiazolo[5,4-c]pyridine-7-carboxamide NC1=C(C2=C(C(N1C1=C(C(=CC=C1C)O)C)=O)SC(=N2)C=2C=NN(C2)C)C(=O)N